N-(3-chloro-5-(methylsulfonamido)phenyl)-5-(2-cyano-4-fluoro-6-methylphenyl)-1-methyl-1H-pyrrole-3-carboxamide ClC=1C=C(C=C(C1)NS(=O)(=O)C)NC(=O)C1=CN(C(=C1)C1=C(C=C(C=C1C)F)C#N)C